1,2-Naphthoquinone-4-sulfonic acid C1(C(C=C(C2=CC=CC=C12)S(=O)(=O)O)=O)=O